C(CCC)C1=CC=C(C[C@@H]2[C@@H]([C@H](OC2)C2=CC(=C(C=C2)OC)OC)CO)C=C1 ((2S,3R,4R)-4-(4-Butylbenzyl)-2-(3,4-dimethoxyphenyl)tetrahydrofuran-3-yl)methanol